benzene-1,3-disulfonamide C1(=CC(=CC=C1)S(=O)(=O)N)S(=O)(=O)N